C(C)(C)(C)OC(NCCCC[C@@H](C(CCl)=O)NC([C@H](CC(C)C)NC(C(=O)NC1=C(C=CC=C1)F)=O)=O)=O ((S)-7-chloro-5-((S)-2-(2-((2-fluorophenyl)amino)-2-oxoacetamido)-4-methylpentanoylamino)-6-oxoheptyl)carbamic acid tert-butyl ester